2-(benzyloxy)-1-ethylamine hydrochloride Cl.C(C1=CC=CC=C1)OCCN